3-mercapto-mercaptopropyl-trimethoxysilane SC(CC[Si](OC)(OC)OC)S